FC1=CC=C(C=C1)N(C(=O)N1CCC(CC1)C(=O)C=1C=C2C=NN(C2=CC1)C)C 5-{1-[(4-Fluoro-phenyl)-methyl-carbamoyl]-piperidin-4-carbonyl}-1-methyl-1H-indazol